N[C@@H]([C@@H](C)CC)C(=O)N1[C@@H](CCC1)C(=O)O L-ISOLEUCYL-L-PROLINE